CN1C=CC=2C1=NC=C(C2)C(=O)O 1-methyl-1H-pyrrolo[2,3-b]pyridine-5-carboxylic Acid